(1-((4-fluorophenyl)sulfonyl)-1,2,3,4-tetrahydroquinolin-7-yl)-4-nitrobenzenesulfonamide FC1=CC=C(C=C1)S(=O)(=O)N1CCCC2=CC=C(C=C12)C1=C(C=CC(=C1)[N+](=O)[O-])S(=O)(=O)N